COC=1C=C2[C@]3(C(NC2=CC1)=O)[C@@H](C3)C3=CC=C1C(=NNC1=C3)NC3=NC(=NC=C3OC(C)C)C (1R,2S)-5'-methoxy-2-[3-({2-methyl-5-[(propan-2-yl)oxy]pyrimidin-4-yl}amino)-1H-indazol-6-yl]spiro[cyclopropane-1,3'-indol]-2'(1'H)-one